CN1C(=C2OCC3C(NS(C2=C1)(=O)=O)CN(C3)C(=O)OCC)C(NC3=CC(=C(C(=C3)F)F)F)=O ethyl 7-methyl-8-((3,4,5-trifluorophenyl)carbamoyl)-3a,4,10,10a-tetrahydro-1H,7H-dipyrrolo[3,4-b:3',4'-f][1,4,5]oxathiazocine-2(3H)-carboxylate 5,5-dioxide